NC=1N=NC(=CC1N1CCN(CC1)CC1=CC=C(C=N1)N1C(NC(CC1)=O)=O)C1=C(C=CC(=C1)F)O 1-(6-((4-(3-amino-6-(5-fluoro-2-hydroxyphenyl)pyridazin-4-yl)piperazin-1-yl)methyl)pyridin-3-yl)dihydropyrimidine-2,4(1H,3H)-dione